S(=O)(=O)(C1=CC=C(C)C=C1)OCCOCCOCCOCCOCCOCCOS(=O)(=O)C1=CC=C(C)C=C1 hexaethylene glycol ditosylate